O=C1N(CCN1)CCNCC1=CC=CC(=N1)C1=CC=C(OC2=CC=C(C#N)C=C2)C=C1 4-(4-(6-(((2-(2-oxoimidazolidin-1-yl)ethyl)amino)methyl)pyridin-2-yl)phenoxy)benzonitrile